3-((3-exo)-3-((5-methyl-2-((5-methyl-1H-pyrazol-3-yl)amino)-6-morpholinopyrimidin-4-yl)amino)-8-azabicyclo[3.2.1]oct-8-yl)propionitrile CC=1C(=NC(=NC1N1CCOCC1)NC1=NNC(=C1)C)NC1CC2CCC(C1)N2CCC#N